CC1=CC=CC=2[SH+]C3=C(C21)C=CC=C3 methyldibenzothiophenium